9-([1,1':4',1''-terphenyl]-4-yl)-9'-(naphthalen-2-yl)-9H,9'H-3,3'-bicarbazole C1(=CC=C(C=C1)N1C2=CC=CC=C2C=2C=C(C=CC12)C=1C=CC=2N(C3=CC=CC=C3C2C1)C1=CC2=CC=CC=C2C=C1)C1=CC=C(C=C1)C1=CC=CC=C1